silanic acid [SiH](=O)O